C(C)(C=1C(OC2=CC=CC=C2C1)=O)C=1C(OC2=CC=CC=C2C1)=O ethylidenebiscoumarin